N-((1S,2R)-2-((4-cyclobutyl-2-(methylcarbamoyl)-6-nitrophenyl)amino)cyclohexyl)-2-oxo-1,2-dihydroquinoline-4-carboxamide C1(CCC1)C1=CC(=C(C(=C1)[N+](=O)[O-])N[C@H]1[C@H](CCCC1)NC(=O)C1=CC(NC2=CC=CC=C12)=O)C(NC)=O